((trans)-3-aminocyclobutyl)(2-((6-bromopyrazin-2-yl)amino)-2-oxoethyl)-1H-indazole-3-carboxamide N[C@@H]1C[C@H](C1)C1=C2C(=NN(C2=CC=C1)CC(=O)NC1=NC(=CN=C1)Br)C(=O)N